2-{[7-amino-4-(6-methoxypyridin-2-yl)-1-oxo-2,3-dihydro-1H-isoindol-2-yl]methyl}prop-2-enamide NC=1C=CC(=C2CN(C(C12)=O)CC(C(=O)N)=C)C1=NC(=CC=C1)OC